octafluorobutanedisulfonamide FC(C(C(C(S(=O)(=O)N)(F)F)(F)F)(F)F)(S(=O)(=O)N)F